N1C=NC(=C1)C(C)C=1C=CC=C2CCNC12 7-[1-(1H-imidazol-4-yl)ethyl]-2,3-dihydro-1H-indole